3,3-diethyl-5-(2-(4-(2-isopropylphenyl)piperazin-1-yl)ethyl)pyrrolidin-2-one C(C)C1(C(NC(C1)CCN1CCN(CC1)C1=C(C=CC=C1)C(C)C)=O)CC